tert-butyl N-[5-chloro-6-[[3-methyl-5-(2-phenylethynyl)-2-pyridyl]carbamoyl]-2-pyridyl]carbamate ClC=1C=CC(=NC1C(NC1=NC=C(C=C1C)C#CC1=CC=CC=C1)=O)NC(OC(C)(C)C)=O